7-Fluoro-1-methyl-2,4-dioxo-N-(3-(phenylamino)propyl)-1,2,3,4-tetrahydroquinazoline-6-sulfonamide FC1=C(C=C2C(NC(N(C2=C1)C)=O)=O)S(=O)(=O)NCCCNC1=CC=CC=C1